Cl.N=1N=C(C2=CC3C(CC12)C3)C(=O)N 4aH,5H,5aH,6H-cyclopropa[f]indazole-3-carboxamide hydrochloride